5-Fluoro-3-(1-((1-(3-isopropyl-4-phenoxybenzyl)piperidin-4-yl)methyl)-1H-1,2,3-triazol-4-yl)-1H-indole-2-carboxylic acid isobutyl ester C(C(C)C)OC(=O)C=1NC2=CC=C(C=C2C1C=1N=NN(C1)CC1CCN(CC1)CC1=CC(=C(C=C1)OC1=CC=CC=C1)C(C)C)F